CC1=CN=CC(=N1)COC=1C=NC=CC1CN (3-((6-methylpyrazin-2-yl)methoxy)pyridin-4-yl)methanamine